C(C)(C)(C)OC(=O)N1[C@H](CN(CC1)C1=NC(=NC(=C1[N+](=O)[O-])CC1(CCCC2=C(C(=CC=C12)F)F)C(=O)OC)Cl)CC#N (2S)-4-(2-chloro-6-((5,6-difluoro-1-(methoxycarbonyl)-1,2,3,4-tetrahydronaphthalen-1-yl)methyl)-5-nitropyrimidin-4-yl)-2-(cyanomethyl)piperazine-1-carboxylic acid tert-butyl ester